P(=O)(OC=C)([O-])[O-] (E)-vinyl phosphate